3-(6-Chloro-3-oxo-1,3-dihydroisobenzofuran-1-yl)propanoic acid ClC1=CC=C2C(OC(C2=C1)CCC(=O)O)=O